1-(2-aminoethyl)-3-(3-chloro-2-piperazin-1-yl-6-quinolinyl)imidazolidin-2-one dihydrochloride Cl.Cl.NCCN1C(N(CC1)C=1C=C2C=C(C(=NC2=CC1)N1CCNCC1)Cl)=O